C(C)C=1C(=C(C(=C(C1CC)O)C)C)C 5,6-diethyl-2,3,4-trimethylphenol